C1NCC12CNC(C2)=O 2,6-diazaspiro-[3.4]octan-7-one